bromo-2-(2-hydroxyethyl)-N-(2-methylpropan-2-yl)benzenesulfonamide BrC=1C(=C(C=CC1)S(=O)(=O)NC(C)(C)C)CCO